N-cyclopropyl-2-(difluoromethoxy)-4-(2,5-dimethylpyrrol-1-yl)-6-methoxy-benzamide C1(CC1)NC(C1=C(C=C(C=C1OC)N1C(=CC=C1C)C)OC(F)F)=O